ClC1=CC=C(C=N1)CN1N=CC(=C1)CNC(OC(C)(C)C)=O tert-Butyl ((1-((6-chloropyridin-3-yl)methyl)-1H-pyrazol-4-yl)methyl)carbamate